(S)-N4-(tert-Butyl)-N1-(1-(4-fluoro-1H-benzo[d]imidazol-2-yl)cyclopropyl)-2-((4-methylphenyl)sulfonamido)succinamide C(C)(C)(C)NC(C[C@@H](C(=O)NC1(CC1)C1=NC2=C(N1)C=CC=C2F)NS(=O)(=O)C2=CC=C(C=C2)C)=O